3'-cyano-5'-((4-cyano-2-fluorobenzyl)oxy)-3-fluoro-[1,1'-biphenyl] C(#N)C=1C=C(C=C(C1)OCC1=C(C=C(C=C1)C#N)F)C1=CC(=CC=C1)F